FC(C=1C=NN(C1)CC(=O)OCCC=C(F)F)(F)F 4,4-difluorobut-3-en-1-yl 2-(4-(trifluoromethyl)-1H-pyrazol-1-yl)acetate